COCCCCCC(=O)O.C(C)(=O)OCCCCOC methoxybutyl acetate (methoxy butyl acetate)